(1-((5,5-dimethyl-1,3-dioxan-2-yl)methyl)-1H-1,2,3-triazol-4-yl)methyl methanesulfonate CS(=O)(=O)OCC=1N=NN(C1)CC1OCC(CO1)(C)C